C(#N)C1=CC=C(C=C1)C=1C=C2N(N=CC=C2N2CCCCC2)C1C1=CC=C(C=C1)C 1-(6-(4-cyanophenyl)-7-(p-tolyl)pyrrolo[1,2-b]pyridazin-4-yl)piperidine